3-(4-(3-(4-fluorobenzyl)piperidin-1-yl)-4-oxobutyl)-9-methyl-5,6-dihydrobenzo[H]quinazolin-4(3H)-one FC1=CC=C(CC2CN(CCC2)C(CCCN2C=NC=3C4=C(CCC3C2=O)C=CC(=C4)C)=O)C=C1